2-(5-bromo-2-(trifluoromethoxy)phenyl)-1,3-dioxolane BrC=1C=CC(=C(C1)C1OCCO1)OC(F)(F)F